N1(N=CC=C1)CCC(=O)N1C[C@H](CCC1)C1=CC(=C2C=C(NC2=C1F)C(=O)O)Cl (R)-6-(1-(3-(1H-pyrazol-1-yl)propanoyl)piperidin-3-yl)-4-chloro-7-fluoro-1H-indole-2-carboxylic acid